1-Boc-amino-6-acetamido-8-o-nitrobenzenesulfonylaminopyrrolo[4,3,2-de]quinoline C(=O)(OC(C)(C)C)N1C(C=2C=CN=C3C(=CC(=C1C23)NS(=O)(=O)C2=C(C=CC=C2)[N+](=O)[O-])NC(C)=O)N